(1S,3S,5'S,7a'R)-3-hydroxy-5'-(pyrazin-2-yl)tetrahydro-3'H-spiro[cyclobutane-1,2'-pyrrolo[2,1-b]oxazol]-3'-one OC1CC2(C(N3[C@H](O2)CC[C@H]3C3=NC=CN=C3)=O)C1